CC1=CC=CC(=N1)NC(C(C)(C)C)=O N-(6-methylpyridin-2-yl)pivalamide